(R)-2'-(aminomethyl)-4-methyl-4,S-dihydro-[2,4'-bithiazole]-4-carboxylic acid trifluoroacetic acid salt FC(C(=O)O)(F)F.NCC=1SC=C(N1)C=1SC[C@](N1)(C(=O)O)C